C(C)OC(CC1=CC(=C(C(=C1)[N+](=O)[O-])OC)C1=NN(C=C1)C)=O 4-methoxy-3-(1-methyl-1H-pyrazol-3-yl)-5-nitrophenylacetic acid ethyl ester